The molecule is a polymannosidic phosphodiester in which one secondary phosphoryl is linked as mannose 6-phosphate and the other as alpha-hemiacetal phosphate. It is a mannan derivative and a polysaccharide phosphate. C([C@@H]1[C@H]([C@@H]([C@@H]([C@H](O1)O[C@H]2[C@@H]([C@H](O[C@@H]([C@H]2O)O[C@H]3[C@H]([C@@H]([C@H](O[C@@H]3O[C@H]4[C@H]([C@@H]([C@H](O[C@@H]4OC[C@@H]5[C@H]([C@@H]([C@@H]([C@H](O5)OP(=O)(O)OC[C@@H]6[C@H]([C@@H]([C@@H]([C@H](O6)O)O)O)O)O[C@@H]7[C@H]([C@H]([C@@H]([C@H](O7)CO)O)O)O)O)O)CO)O)O)CO)O)O)CO)O)O)O)O)O